4-(4-chloro-3-fluoro-phenyl)-3-fluoro-piperidin-2-one ClC1=C(C=C(C=C1)C1C(C(NCC1)=O)F)F